INOSITOL O[C@H]1[C@H](O)[C@@H](O)[C@H](O)[C@@H](O)[C@H]1O